[difluoro({2-[(4-nitrophenoxy)carbonyl]-1-benzothiophen-5-yl})methyl]phosphonic acid FC(C=1C=CC2=C(C=C(S2)C(=O)OC2=CC=C(C=C2)[N+](=O)[O-])C1)(F)P(O)(O)=O